CNC(=O)C=1C=C(CNC(=O)N2CCC3(CC2)OC2=CC=C(C=C2C(C3)=O)F)C=CC1F N-(3-methylcarbamoyl-4-fluorobenzyl)-6-fluoro-4-oxospiro[chromane-2,4'-piperidine]-1'-carboxamide